FC=1C=C(C=CC1)NC(=N)C1(CCNCC1)C N-(3-fluorophenyl)-4-methylpiperidin-4-carboximidamide